4-(dihydroxyboranyl)benzene-1-carboxamide OB(C1=CC=C(C=C1)C(=O)N)O